5-(2,6-bis(trifluoromethyl)phenoxy)-4-bromo-1-methylpyridin-2(1H)-one FC(C1=C(OC=2C(=CC(N(C2)C)=O)Br)C(=CC=C1)C(F)(F)F)(F)F